Heptadecan-9-yl (R)-8-((2-hydroxypropyl)(8-(nonyloxy)-8-oxooctyl)amino)octanoate O[C@@H](CN(CCCCCCCC(=O)OC(CCCCCCCC)CCCCCCCC)CCCCCCCC(=O)OCCCCCCCCC)C